tert-butyl (5R)-5-{[(benzyloxy) carbonyl] [3-(benzyloxy) propyl] amino}-3,3-difluoropiperidine-1-carboxylate C(C1=CC=CC=C1)OC(=O)N([C@@H]1CC(CN(C1)C(=O)OC(C)(C)C)(F)F)CCCOCC1=CC=CC=C1